ClC1=C(C(=CC=C1)C)[NH+](C(=O)C1=CN=C(S1)NC1=NC(=NC(=C1)N1CCN(CC1)CCO)C)[O-] N-[2-Chloro-6-methylphenyl]-2-[[6-[4-(2-hydroxyethyl)-1-piperazinyl]-2-methyl-4-pyrimidinyl]amino]-5-thiazolecarboxamide N-Oxide